IC1=CC=C(C=C1)C(F)(F)F 1-iodo-4-Trifluoromethyl-benzene